Cl.[N+](=O)([O-])C1=CC=C(C=C1)N1CCNCC1 1-(4-nitrophenyl)piperazine hydrochloride